(4R)-N-(2-(dioctylamino)ethyl)-4-((3R,8R,9S,10S,13R,14S,17R)-3-hydroxy-10,13-dimethylhexadecahydro-1H-cyclopenta[a]phenanthren-17-yl)pentanamide C(CCCCCCC)N(CCNC(CC[C@@H](C)[C@H]1CC[C@H]2[C@@H]3CCC4C[C@@H](CC[C@@]4([C@H]3CC[C@]12C)C)O)=O)CCCCCCCC